N-((5-cyclobutyl-8-hydroxyquinolin-7-yl)(pyridin-3-yl)methyl)butyramide C1(CCC1)C1=C2C=CC=NC2=C(C(=C1)C(NC(CCC)=O)C=1C=NC=CC1)O